COC1=NC(=CC(=C1)C(\C(=C\C1=CNC2=CC(=CC=C12)F)\C)=O)OC (E)-1-(2,6-dimethoxypyridin-4-yl)-3-(6-fluoro-1H-indol-3-yl)-2-methylpropan-2-en-1-one